COC1=C(C=CC=C1C1=NN(C=N1)C)NC1=C(N=NC(=C1)NC1=NC=C(C=C1)N1CCN(CC1)C1CCNCC1)C(=O)NC ((2-methoxy-3-(1-methyl-1H-1,2,4-triazol-3-yl)phenyl)amino)-N-methyl-6-((5-(4-(piperidin-4-yl)piperazin-1-yl)pyridin-2-yl)amino)pyridazine-3-carboxamide